nonacosyl-carboxylate C(CCCCCCCCCCCCCCCCCCCCCCCCCCCC)C(=O)[O-]